NC(CO)C(C\C=C\C1=CC=CC=C1)(C(F)(F)F)C(F)(F)F (E)-2-amino-6-phenyl-3,3-bis(trifluoromethyl)hex-5-en-1-ol